C(CCC)OC(=O)N1CC(C1)N1CCC2=CC=CC=C12 Butyl-3-(indolin-1-yl)azetidine-1-carboxylate